CC1=C(C(=NC2=CC=CC=C12)C=1C=NC(=CC1)N1CCOCC1)C(=O)OCC ethyl 4-methyl-2-(6-morpholinopyridin-3-yl)quinoline-3-carboxylate